ClC1=NC2=C(N=C(C(=C2C=C1)O)C(=O)NCC(=O)O)Cl 2-(2,8-dichloro-5-hydroxy-1,7-naphthyridine-6-carboxamido)acetic acid